CN(C=1C=C2CN(C(C2=CC1F)=O)C1C(NC(CC1)=O)=O)C 3-(5-(dimethylamino)-6-fluoro-1-oxoisoindolin-2-yl)piperidine-2,6-dione